(S)-1'-(5-((6-methoxy-1,5-naphthyridin-4-yl)thio)-1H-imidazo[4,5-b]pyrazin-2-yl)-1,3-dihydrospiro[indene-2,4'-piperidin]-1-amine COC=1N=C2C(=CC=NC2=CC1)SC=1N=C2C(=NC1)NC(=N2)N2CCC1(CC2)[C@@H](C2=CC=CC=C2C1)N